tert-butyl N-(2-hydroxy-1-methyl-ethyl)carbamate OCC(C)NC(OC(C)(C)C)=O